OC=1C2=C(N=C(N1)OC1=CC=C(N(C)C=3C=C(C=CC3)N3CC(N(CC3)C)=O)C=C1)C=NC=C2 4-[3-[4-(4-hydroxypyrido[3,4-d]pyrimidin-2-yl)oxy-N-methylanilino]phenyl]-1-methylpiperazin-2-one